N-[1-[6-(3-chloro-2-pyridyl)-1-(2,2-dimethylpropyl)-5-fluoro-indol-3-yl]ethyl]cyclopropanesulfonamide ClC=1C(=NC=CC1)C1=C(C=C2C(=CN(C2=C1)CC(C)(C)C)C(C)NS(=O)(=O)C1CC1)F